benzyl 4-(6-acetylpyridin-3-yl)piperazine-1-carboxylate C(C)(=O)C1=CC=C(C=N1)N1CCN(CC1)C(=O)OCC1=CC=CC=C1